1-benzyl-6,8-dimethyl-2,3-diaza-6,8-diazabicyclo[3.2.2]nonane-7,9-dione C(C1=CC=CC=C1)C12NNCC(N(C1=O)C)C(N2C)=O